O=C1NC=C(C2=C1N(C(=C2)C=O)S(=O)(=O)C2=CC=C(C=C2)C)C(F)(F)F 7-oxo-1-(p-tolylsulfonyl)-4-(trifluoromethyl)-6H-pyrrolo[2,3-c]pyridine-2-carbaldehyde